2-[[5-[[[3-ethyl-5-[(2S)-2-(2-hydroxyethyl)-1-piperidyl]pyrazolo[1,5-a]pyrimidin-7-yl]amino]methyl]-2-oxo-1-pyridyl]methyl]prop-2-enoic acid C(C)C=1C=NN2C1N=C(C=C2NCC=2C=CC(N(C2)CC(C(=O)O)=C)=O)N2[C@@H](CCCC2)CCO